[(1S,4S)-5-[4-[(5-cyclopropyl-1H-pyrazol-3-yl)amino]pyrimidin-2-yl]-2-oxa-5-azabicyclo[2.2.1]heptan-1-yl]methanol C1(CC1)C1=CC(=NN1)NC1=NC(=NC=C1)N1[C@@H]2CO[C@](C1)(C2)CO